C(C)(C)(C)OC(=O)N1C[C@@H](CC1)C(NC1=NN(C2=CC=C(C=C12)C1=C(C=CC(=C1)C(NC)=O)Cl)C(C1=CC=CC=C1)(C1=CC=CC=C1)C1=CC=CC=C1)=O (3R)-3-({5-[2-chloro-5-(methylcarbamoyl)phenyl]-1-trityl-1H-indazol-3-yl}carbamoyl)pyrrolidine-1-carboxylic acid tert-butyl ester